N-(4-((2-(1,1-difluoroethyl)-6-ethylpyrimidin-4-yl)amino)-5-(4,4,5,5-tetramethyl-1,3,2-dioxaborolan-2-yl)pyridin-2-yl)acetamide FC(C)(F)C1=NC(=CC(=N1)NC1=CC(=NC=C1B1OC(C(O1)(C)C)(C)C)NC(C)=O)CC